COC(C(C1=CC=CC=C1)N1C(CCC2=CC=C(C=C12)CCN1CCN(CC1)C1=CC(=CC2=C1C=CS2)F)=O)=O (7-(2-(4-(6-fluorobenzothiophen-4-yl)piperazin-1-yl)ethyl)-2-oxo-3,4-dihydroquinolin-1(2H)-yl)-2-phenylacetic acid methyl ester